2-((3aR,5s,6aS)-5-((5-(5-(4-(hydroxymethyl)-4-methylpiperidine-1-carbonyl)-thiazol-2-yl)-1H-pyrrolo[2,3-b]pyridin-4-yl)amino)hexahydrocyclopenta[c]pyrrol-2(1H)-yl)-acetonitrile OCC1(CCN(CC1)C(=O)C1=CN=C(S1)C=1C(=C2C(=NC1)NC=C2)NC2C[C@@H]1[C@@H](CN(C1)CC#N)C2)C